C(C1=CC=CC=C1)OC=1C=C2CCC(C(C2=CC1)=O)(C1=CC=CC=C1)C 6-(benzyloxy)-2-methyl-2-phenyl-3,4-dihydronaphthalen-1(2H)-one